BrC1=C(C=C(C(=C1)Cl)C)OCC=C 1-bromo-5-chloro-4-methyl-2-(prop-2-en-1-yloxy)benzene